COCCOCCOC1=C(C=CC=C1C(=O)NN)C(=O)NN 2-(2-(2-methoxyethoxy)ethoxy)-1,3-benzenedihydrazide